C(CCCCC(C)C)OP(O)(O)=O iso-octylphosphoric acid